C1(CC1)C1=NC=C(C=C1NC(C1=NC(=CC=C1)C=1C=NN(C1)CC(F)(F)F)=O)N1C(C(CC1)(C)C)=O N-(2-cyclopropyl-5-(3,3-dimethyl-2-oxopyrrolidin-1-yl)pyridin-3-yl)-6-(1-(2,2,2-trifluoroethyl)-1H-pyrazol-4-yl)picolinamide